COC1=CC=C(C=C1)C1=NC=NC(=N1)C1=CC=CC=C1 4-(4-methoxyphenyl)-6-phenyl-1,3,5-triazine